4-fluoro-N-{[6-fluoro-5-(propan-2-yl)pyridin-2-yl][3-(1,3-oxazol-5-yl)phenyl]methyl}-1-[2-(1H-1,2,3-triazol-5-yl)acetyl]pyrrolidine-2-carboxamide FC1CC(N(C1)C(CC1=CN=NN1)=O)C(=O)NC(C1=CC(=CC=C1)C1=CN=CO1)C1=NC(=C(C=C1)C(C)C)F